COC=1C(=NC=CC1C1=NOC(=N1)C)NC1=C(N=NC(=C1)NC1=NC=CC(=C1)C)C(=O)NC([2H])([2H])[2H] 4-{[3-Methoxy-4-(5-methyl-1,2,4-oxadiazol-3-yl)pyridin-2-yl]amino}-N-(2H3)methyl-6-[(4-methylpyridin-2-yl)amino]pyridazin-3-carboxamid